CC1(CC=C(C=C1)C(C1=CC=CC=C1)=O)C 4'-methyl-4'-methyl-benzophenone